FC(C1CC(N(C1)C)(C)CO)F (4-(difluoromethyl)-1,2-dimethylpyrrolidin-2-yl)methanol